C(C)(C)(C)C1(C(C(=CC=C1)C(C)(C)C)O)CC 2,6-di-tert-butyl-2-ethylphenol